BrC1=CC(=C(C(=C1)OC)[C@H]1[C@@H](CCC(=C1)[13CH3])C(=O)OC)OC Methyl (1R,2R)-4'-bromo-2',6'-dimethoxy-5-(methyl-13C)-1,2,3,4-tetrahydro-[1,1'-biphenyl]-2-carboxylate